N-(1-cyanocyclopropyl)-3-((5-(3-fluorophenyl)pyrimidin-2-yl)amino)benzamide C(#N)C1(CC1)NC(C1=CC(=CC=C1)NC1=NC=C(C=N1)C1=CC(=CC=C1)F)=O